F[C@H]1[C@@]2(CCC[C@](C[C@H]1OC1=CC=C(N=N1)C=1C=C3C(C=CN(C3=CC1O)C)=O)(N2)C)C 6-(6-(((1s,2s,3r,5r)-2-fluoro-1,5-dimethyl-9-azabicyclo[3.3.1]non-3-yl)oxy)pyridazin-3-yl)-7-hydroxy-1-methylquinolin-4(1H)-one